4-[4-(dimethylamino)phenylazo]benzenesulfonic acid CN(C1=CC=C(C=C1)N=NC1=CC=C(C=C1)S(=O)(=O)O)C